4-amino-5-fluoro-2-methoxypyrimidine NC1=NC(=NC=C1F)OC